4-(5-(ethylamino)-1-(3-methyloxetan-3-yl)-1H-benzo[d]imidazol-2-yl)-3-fluoro-6-methoxybenzene-1,2-diol C(C)NC1=CC2=C(N(C(=N2)C=2C(=C(C(=C(C2)OC)O)O)F)C2(COC2)C)C=C1